ClC1=CC=C2C(=NC=NC2=C1)NCCCCN(CCO)CC=1OC=CN1 2-((4-((7-Chloroquinazolin-4-yl)amino)butyl)(oxazol-2-ylmethyl)amino)ethan-1-ol